6-[1-(2,2-difluoroethyl)-1H-pyrazolo[3,4-b]pyrazin-6-yl]-2-{[2-(trifluoromethyl)pyridin-4-yl]oxy}-6-azaspiro[3.5]nonane FC(CN1N=CC=2C1=NC(=CN2)N2CC1(CC(C1)OC1=CC(=NC=C1)C(F)(F)F)CCC2)F